ClC1=C2C=CNC2=CC(=C1)NC1=NC2=C(N1)C=CC(=C2)C2CCN(CC2)C(=O)C2CC2 N-(4-chloro-1H-indol-6-yl)-5-(1-cyclopropane-carbonylpiperidin-4-yl)-1H-1,3-benzodiazol-2-amine